FC=1C=CC=C2C(=CNC12)C1C(N(C(C1)=O)C)=O 3-(7-fluoro-1H-indol-3-yl)-1-methylpyrrolidin-2,5-dione